C[C@@H]1CC([C@@H](N1C(=O)OC)CO[C@@H]1CC[C@@H](CC1)C1=CC=CC=C1)C1=CC=NN1 methyl (2R,5R)-5-methyl-2-((((CIS)-4-phenylcyclohexyl)oxy)methyl)-3-(1H-pyrazol-5-yl)pyrrolidine-1-carboxylate